C(#N)C1=CC(=CC=2N=C(OC21)C=2C(=C(C=CC2)C2=C(C(=CC=C2)NC=2N=CC=C1C=C(C=NC21)CNC[C@H](C)O)C)C)CN2C[C@@H](CC2)C (R)-1-((7-Cyano-2-(3'-(3-(((S)-2-hydroxypropylamino)methyl)-1,7-naphthyridin-8-ylamino)-2,2'-dimethylbiphenyl-3-yl)benzo[d]oxazol-5-yl)methyl)-3-methylpyrrolidin